3-(2-fluorophenyl)prop-2-en-1-one FC1=C(C=CC=C1)C=CC=O